N1(C=NC2=C1C=CC=C2)C2=CC=C(C=C2)NC(=O)N2N=C(C=C2N)C2CC2 5-amino-3-cyclopropylpyrazol-1-formic acid (4-benzimidazol-1-yl-phenyl)-amide